C1(=CC=CC=C1)[C@@H](C)O (R)-1-phenylethan-1-ol